C(C)C1=C(C(=O)N)C=CC=C1NC=1N=NC(=CC1)C1=CC=CC=C1 ethyl-3-[(6-phenylpyridazin-3-yl)amino]benzamide